O=C(/C=C/C1C=CC(O)=C(O)C=1)O[C@@H]1[C@H](O)C[C@@](O)(C(=O)O)C[C@H]1OC(=O)/C=C/C1C=CC(O)=C(O)C=1 3,4-Dicaffeoylquinic acid